(R)-5-((5-(imidazo[1,2-a]pyrimidin-6-yl)-4-methoxypyrrolo[2,1-f][1,2,4]triazin-2-yl)amino)-1-methylpiperidin-2-one N=1C=CN2C1N=CC(=C2)C=2C=CN1N=C(N=C(C12)OC)N[C@@H]1CCC(N(C1)C)=O